5-CHLORO-7-HYDROXYINDOLE-3-CARBOXALDEHYDE ClC=1C=C2C(=CNC2=C(C1)O)C=O